C1(=CC=C(C=C1)SC1CCCC(O1)C=O)C 6-(p-tolylthio)tetrahydro-2H-pyran-2-carbaldehyde